7-fluoro-quinazoline-2,4-dione FC1=CC=C2C(NC(NC2=C1)=O)=O